tert-butyl (2S,4S)-4-fluoro-2-({[4-(1H-pyrrolo[3,2-b]pyridin-2-yl)pyridin-3-yl]oxy}methyl)pyrrolidine-1-carboxylate F[C@H]1C[C@H](N(C1)C(=O)OC(C)(C)C)COC=1C=NC=CC1C1=CC2=NC=CC=C2N1